C[C@@H]1CC[C@H](CN1C(=O)C1=C(C=CC=C1)N1N=CC=N1)OC1=NC=C(C(=C1)C(=O)OC)C(F)(F)F methyl 2-{[(3R,6R)-6-methyl-1-{[2-(2H-1,2,3-triazol-2-yl)phenyl]carbonyl}piperidin-3-yl]oxy}-5-(trifluoromethyl)pyridine-4-carboxylate